2-methoxy-1-(naphthalen-1-ylmethyl)naphthalene COC1=C(C2=CC=CC=C2C=C1)CC1=CC=CC2=CC=CC=C12